1-(5-fluoro-2-((3-methoxy-1-((3S,4S)-3-methylpiperidin-4-yl)-1H-pyrazol-4-yl)amino)pyrimidin-4-yl)-1H-indole-4-carbonitrile FC=1C(=NC(=NC1)NC=1C(=NN(C1)[C@@H]1[C@H](CNCC1)C)OC)N1C=CC=2C(=CC=CC12)C#N